(3R)-3-((7-((8-azabicyclo[3.2.1]oct-3-yl)amino)-3-isopropylpyrazolo[1,5-a]pyrimidin-5-yl)oxy)piperidine-1-carboxylic acid benzyl ester C(C1=CC=CC=C1)OC(=O)N1C[C@@H](CCC1)OC1=NC=2N(C(=C1)NC1CC3CCC(C1)N3)N=CC2C(C)C